4-chloro-3-(1,1-difluoro-2-(4-hydroxypiperidin-1-yl)-2-oxoethyl)-N-(4-fluoro-3-methylphenyl)benzamide ClC1=C(C=C(C(=O)NC2=CC(=C(C=C2)F)C)C=C1)C(C(=O)N1CCC(CC1)O)(F)F